4-(4-amino-2-{4-[(2-fluoroacrylamino)]phenyl}-1-methyl-7-{3-[(1-methylhexahydropyridine-4-yl)oxy]prop-1-ynyl}pyrrolo[3,2-c]pyridin-3-yl)-2-methoxy-N-(2,2,2-trifluoroethyl)benzamide NC1=NC=C(C2=C1C(=C(N2C)C2=CC=C(C=C2)NC(=O)C(=C)F)C2=CC(=C(C(=O)NCC(F)(F)F)C=C2)OC)C#CCOC2CCN(CC2)C